CC1=C(C2=C(N=N1)SC1=C2N=CN=C1NC1CN(C1)C=1C=NC(=CC1)C(F)(F)F)C 3,4-dimethyl-N-(1-(6-(trifluoromethyl)pyridin-3-yl)azetidin-3-yl)pyrimido[4',5':4,5]thieno[2,3-c]pyridazin-8-amine